4-(1-(4-methoxybenzyl)-2-methyl-1H-imidazo[4,5-b]pyridin-6-yl)-6-(thiazol-2-ylmethyl)-1,6-dihydro-7H-pyrrolo[2,3-c]pyridin-7-one COC1=CC=C(CN2C(=NC3=NC=C(C=C32)C=3C2=C(C(N(C3)CC=3SC=CN3)=O)NC=C2)C)C=C1